pyrazole-1-carboxylate N1(N=CC=C1)C(=O)[O-]